2-(1-(4-methoxybenzyl)piperidin-4-yl)-5-nitropyridine-2,4-diamine COC1=CC=C(CN2CCC(CC2)C2(NC=C(C(=C2)N)[N+](=O)[O-])N)C=C1